C1(=CC=C(C=C1)CC(C(=O)O)(C(=O)O)OCC1=NNC2=CC(=CC=C12)N1N=NC2=C1C=C(C=C2F)Br)C2=CC=CC=C2 ([1,1'-Biphenyl]-4-ylmethyl)-2-((6-(6-bromo-4-fluoro-1H-benzo[d][1,2,3]triazol-1-yl)-1H-indazol-3-yl)methoxy)malonic acid